C[C@@H]1CC2=NN3C(C4=C(CCC3)C=NO4)=C2CN1C(=O)OC(C)(C)C (10R)-tert-Butyl 10-methyl-5,6,9,10-tetrahydro-4H-isoxazolo[5,4-c]pyrido[4',3':3,4]pyrazolo[1,5-a]azepine-11(12H)-carboxylate